C1(CCCCC1)C1=CC=C(C=C1)C=1NC=2N(C(C1)=O)N=C(C2C(=O)N2[C@@H]([C@@H](C2)CF)C)C2=NC=CN=C2C 5-(4-cyclohexylphenyl)-3-((2r,3r)-3-(fluoromethyl)-2-methylazetidine-1-carbonyl)-2-(3-methylpyrazin-2-yl)pyrazolo[1,5-a]pyrimidin-7(4H)-one